[Ag].[Ga]=[Te] gallium telluride silver